CNC(O[C@@H]1CC[C@H](CC1)C(N(C[C@@H]1CC[C@H](CC1)C1=CC(=C(C=C1)OC)C)C1=NC=CC(=C1)C1=CN=C(S1)C(C)C)=O)=O trans-4-((4-(2-Iso-propylthiazol-5-yl)-pyridin-2-yl)((trans-4-(4-methoxy-3-methylphenyl)cyclohexyl)methyl)carbamoyl)cyclohexyl methylcarbamate